BrC1=NC=C(C(=C1)OC)F 2-bromo-5-fluoro-4-methoxypyridine